C1(CC1)CN1C(=CC2=CC=CC=C12)C1=NC2=C(N1CC1CN(C1)C(C1=CC(=CC=C1)F)=O)C(=CC(=C2)C(=O)N2[C@@H]1CC[C@H](C2)[C@H]1N)OC (1R,4R,7R)-2-{2-[1-(cyclopropylmethyl)-1H-indol-2-yl]-1-{[1-(3-fluorobenzoyl)azetidin-3-yl]methyl}-7-methoxy-1H-1,3-benzodiazole-5-carbonyl}-2-azabicyclo[2.2.1]heptan-7-amine